5-(2-{2-[N-({2'-Methoxy-[1,1'-biphenyl]-2-yl}methyl)formamido]phenyl}ethynyl)-pyridin COC1=C(C=CC=C1)C1=C(C=CC=C1)CN(C=O)C1=C(C=CC=C1)C#CC=1C=CC=NC1